4-(4-fluorophenyl)-1-(5-(methylsulfonyl)pyridin-2-yl)-1H-pyrazol-5-ol FC1=CC=C(C=C1)C=1C=NN(C1O)C1=NC=C(C=C1)S(=O)(=O)C